C(C)(C)(C)OC(NC1=CC2=C(S1)C=CC(=C2C2=C(C=C1C(=NC(=NC1=C2F)OC[C@@]/2(CN(CC\C2=C/F)C)C)OC)Cl)F)=O (4-(6-chloro-8-fluoro-2-(((S,E)-4-(fluoromethylene)-1,3-dimethylpiperidin-3-yl)methoxy)-4-methoxyquinazolin-7-yl)-5-fluorobenzo[b]thiophen-2-yl)carbamic acid tert-butyl ester